FC1(CCN(CC1)C1=NC(=CC(=C1)N1C=NC(=C1)C1=C(C=C(C=C1)I)N1CCC2(CC2)CC1)C)F 6-(2-{1-[2-(4,4-difluoropiperidin-1-yl)-6-methylpyridin-4-yl]-1H-imidazol-4-yl}-5-iodophenyl)-6-azaspiro[2.5]octane